(R)-N-(1-(3-chloro-5-(2,2,2-trifluoroethoxy)phenyl)cyclopropyl)-3-(2,4-dimethylthiazol-5-yl)-3-hydroxybutanamide ClC=1C=C(C=C(C1)OCC(F)(F)F)C1(CC1)NC(C[C@@](C)(O)C1=C(N=C(S1)C)C)=O